dehydrodigallic acid C1=C(C=C(C(=C1O)O)OC2=C(C(=C(C=C2C(=O)O)O)O)O)C(=O)O